BrC=1C=C2C(=CNC2=CC1)C=1SC=C(N1)C(=O)N/N=C/C1=CC=NC=C1 (E)-2-(5-bromo-1H-indol-3-yl)-N'-(pyridin-4-ylmethylene)thiazol-4-carbohydrazide